FC1=C(C#N)C(=CC(=C1)F)F 2,4,6-trifluorobenzonitrile